NC=1SC=C(N1)CC(=O)N1CC(C1)OC1=CC=C(C(=C1C(=O)O)O)CCB(O)O 6-({1-[(2-Amino-1,3-thiazol-4-yl)acetyl]azetidin-3-yl}oxy)-3-(2-boronoethyl)-2-hydroxybenzoic acid